FC1(CN(CC[C@H]1NC1=NN2C(C(=N1)OC)=C(C=C2)C=2C=CC1=C(N(N=N1)C[C@H](C)F)C2)C2COC2)F N-((R)-3,3-difluoro-1-(oxetan-3-yl)piperidin-4-yl)-5-(1-((S)-2-fluoropropyl)-1H-benzo[d][1,2,3]triazol-6-yl)-4-methoxypyrrolo[2,1-f][1,2,4]triazin-2-amine